(S)-(4-(4-fluorobenzo[d]oxazol-2-yl)-6,7-dihydro-1H-imidazo[4,5-c]pyridin-5(4H)-yl)(6-(4-fluoropiperidin-1-yl)pyrazolo[1,5-a]pyridin-3-yl)methanone FC1=CC=CC2=C1N=C(O2)[C@H]2N(CCC1=C2N=CN1)C(=O)C=1C=NN2C1C=CC(=C2)N2CCC(CC2)F